3-hydroxy-8-(oxetan-3-ylmethoxy)-6H-benzo[c]chromen-6-one OC1=CC=C2C3=C(C(OC2=C1)=O)C=C(C=C3)OCC3COC3